4,4'-methylenebis(2-methyl-cyclohexanediamine) C(C1CC(C(CC1)(N)N)C)C1CC(C(CC1)(N)N)C